COC(=O)C=1OC=CCC1OCC1=CC=CC=C1 methyl-3-(benzyloxy)-4H-pyran-2-carboxylate